[(7S,9aR)-7-(3-chloro-4-fluorophenyl)-7-hydroxy-3,4,6,8,9,9a-hexahydro-1H-pyrido[1,2-a]pyrazin-2-yl]-[2-chloro-3-(1H-pyrazol-3-yl)phenyl]methanone ClC=1C=C(C=CC1F)[C@]1(CC[C@H]2N(CCN(C2)C(=O)C2=C(C(=CC=C2)C2=NNC=C2)Cl)C1)O